(R)-5-(5-methoxy-1-methyl-3-((methyl(2-(methylamino)propyl)amino)methyl)-1H-pyrazol-4-yl)-7-methylindolin-2-one COC1=C(C(=NN1C)CN(C[C@@H](C)NC)C)C=1C=C2CC(NC2=C(C1)C)=O